ClC1=C(OCCCCCOCC(=O)OC(C)(C)C)C(=CC(=C1)C(C)(C1=CC=C(C=C1)OCC1=NC(=NC=C1)S(=O)(=O)C)C)C#N tert-butyl 2-(5-(2-chloro-6-cyano-4-(1-methyl-1-(4-((2-methylsulfonylpyrimidin-4-yl)methoxy)phenyl)ethyl)phenoxy)pentoxy)acetate